(S)-N-(5-(4-((1-(5-(3,5-difluorophenyl)-4,5-dihydro-1H-pyrazole-1-carbonyl)azetidin-3-yl)oxy)-5-fluoropyridin-2-yl)-1-methyl-1H-pyrazol-3-yl)cyclopropanecarboxamide FC=1C=C(C=C(C1)F)[C@@H]1CC=NN1C(=O)N1CC(C1)OC1=CC(=NC=C1F)C1=CC(=NN1C)NC(=O)C1CC1